4-(2-(1-methyl-1H-pyrazolo[3,4-b]pyrazin-3-yl)cyclopropyl)benzoic acid CN1N=C(C=2C1=NC=CN2)C2C(C2)C2=CC=C(C(=O)O)C=C2